NCC1N(CCC(C1)O)C1=NN2C(S1)=NC=C2C=2C(=NC(=CC2)C(C)C)OC (aminomethyl)-1-(5-(6-isopropyl-2-methoxypyridin-3-yl)imidazo[2,1-b][1,3,4]thiadiazol-2-yl)piperidin-4-ol